3-((4-chlorophenyl)thio)quinoxaline-2-carboxamide ClC1=CC=C(C=C1)SC=1C(=NC2=CC=CC=C2N1)C(=O)N